C(#N)C=1C=CC(=C2C(NC(C12)=O)C1=C(C=CC=C1)C)NC(=O)C=1C2=C(SC1)C=CC=C2 N-(7-cyano-1-oxo-3-(o-tolyl)isoindolin-4-yl)benzo[b]thiophene-3-carboxamide